ClC1=CC=C(C2=CC=CC=C12)C1=CC=C(C=C1)C1=NN2C(C(=CC(=C2)C2=CC=CC=C2)C2=CC=CC=C2)=N1 2-(4-(4-chloronaphthalen-1-yl)phenyl)-6,8-diphenyl-[1,2,4]triazolo[1,5-a]pyridine